N-(3-formylphenyl)ethanesulfonamide C(=O)C=1C=C(C=CC1)NS(=O)(=O)CC